C(CCCCCCCC)(=O)[O-].[NH4+] Ammonium nonanoat